CN(C(=O)[C@@H]1CN(CCC1)C(C(C)OC1=CC=C2C(=CC(OC2=C1)=O)C1=C(C=CC=C1)C)=O)C (3S)-N,N-dimethyl-1-[2-[4-(o-tolyl)-2-oxo-chromen-7-yl]oxypropanoyl]piperidine-3-carboxamide